5-hydroxy-2-(pyrrolidin-3-yl)benzaldehyde OC=1C=CC(=C(C=O)C1)C1CNCC1